(S)-3-amino-4-(2-thienyl)-butyric acid N[C@@H](CC(=O)O)CC=1SC=CC1